N,N'-di-[3-(1-naphthalenesulfonyloxy)phenyl]urea C1(=CC=CC2=CC=CC=C12)S(=O)(=O)OC=1C=C(C=CC1)NC(=O)NC1=CC(=CC=C1)OS(=O)(=O)C1=CC=CC2=CC=CC=C12